[K+].C(C1=CC=CC=C1)[B-](F)(F)F benzyltrifluoroborate potassium salt